1-(2-amino-5-(3-amino-7-(1H-pyrazol-4-yl)isothiazolo[4,5-c]pyridin-4-yl)-4-fluorophenyl)ethan-1-one trifluoroacetate FC(C(=O)O)(F)F.NC1=C(C=C(C(=C1)F)C1=NC=C(C2=C1C(=NS2)N)C=2C=NNC2)C(C)=O